(3S,5S)-5-[2-({3-[(tert-butoxycarbonyl)aminosulfonyl]phenyl}amino)pyrimidin-5-yl]oxolan-3-yl N-[(2S)-butan-2-yl]carbamate C[C@@H](CC)NC(O[C@@H]1CO[C@@H](C1)C=1C=NC(=NC1)NC1=CC(=CC=C1)S(=O)(=O)NC(=O)OC(C)(C)C)=O